(3S,4R)-3-({5-[2-(4-bromophenyl)-5-fluoro-1H-indol-3-yl]-1,3,4-oxadiazol-2-yl}amino)-4-hydroxypyrrolidin-2-one BrC1=CC=C(C=C1)C=1NC2=CC=C(C=C2C1C1=NN=C(O1)N[C@@H]1C(NC[C@H]1O)=O)F